3-(7-fluoro-5-methyl-1-oxoisoindolin-2-yl)piperidine-2,6-dione FC=1C=C(C=C2CN(C(C12)=O)C1C(NC(CC1)=O)=O)C